2-(difluoromethoxy)-N-[(1R,2S)-2-fluorocyclopropyl]-6-methoxy-4-[6-(oxetan-3-yl)pyrazolo[1,5-a]pyridin-3-yl]benzamide FC(OC1=C(C(=O)N[C@H]2[C@H](C2)F)C(=CC(=C1)C=1C=NN2C1C=CC(=C2)C2COC2)OC)F